1-(6-chloro-2-fluoro-3-pyridinyl)-2-methoxy-ethanone ClC1=CC=C(C(=N1)F)C(COC)=O